2-[4-(4-hydroxypiperidin-1-yl)-6-(4-(hydroxy)-4-(3-trifluoromethylphenyl)piperidin-1-yl)-pyrimidin-2-ylamino]-4-methyl-thiazole-5-carboxylic acid ethyl ester C(C)OC(=O)C1=C(N=C(S1)NC1=NC(=CC(=N1)N1CCC(CC1)O)N1CCC(CC1)(C1=CC(=CC=C1)C(F)(F)F)O)C